5-(3,4-difluorophenyl)-6-tetrahydropyran-4-yl-1H-pyrazolo[4,3-g]Isoquinoline FC=1C=C(C=CC1F)C1=C(N=CC2=CC3=C(C=C12)C=NN3)C3CCOCC3